S1NC=CC=C1C(=O)[O-] thiazine-6-carboxylate